FC(C1=NC=C(C(=C1)C1=C(C=NC(=C1)N1CCN(C2(CC2)C1=O)C)C(=O)O)OC)F 2'-(difluoromethyl)-5'-methoxy-6-(4-methyl-8-oxo-4,7-diazaspiro[2.5]oct-7-yl)-[4,4'-bipyridine]-3-carboxylic acid